4-(6,7-Dihydrothieno[3,2-c]pyridin-5(4H)-yl)-N-(4-fluoro-2-methoxy-5-nitrophenyl)pyridin S1C=CC=2CN(CCC21)C2=CCN(C=C2)C2=C(C=C(C(=C2)[N+](=O)[O-])F)OC